FC(OC1=C(C=NC(=C1)C[C@@H](C(F)(F)F)C)C1=C(C(=NN1CC)C(=O)NCC1CCC(CC1)S(=O)(=O)C)C)F |o1:10| 5-(4-(Difluoromethoxy)-6-((S*)-3,3,3-trifluoro-2-methylpropyl)pyridin-3-yl)-1-ethyl-4-methyl-N-(((1r,4S)-4-(methylsulfonyl)cyclohexyl)methyl)-1H-pyrazole-3-carboxamide